C(C(C)(C)C)O neo-pentanol